[Li].C(C=C)(=O)N1CC(CC1)C=1C=C(N2C=NC=CC21)C2=CC=C(C(=O)NC1=NC=CC(=C1)C#N)C=C2 4-(5-(1-acryloylpyrrolidin-3-yl)pyrrolo[1,2-c]pyrimidin-7-yl)-N-(4-cyanopyridin-2-yl)benzamide lithium